N-(2-((7-(8-ethylnaphthalen-1-yl)-2-((tetrahydro-1H-pyrrolizin-7a(5H)-yl)methoxy)-5,6,7,8-tetrahydropyrido[3,4-d]pyrimidin-4-yl)amino)ethyl)sulfamide C(C)C=1C=CC=C2C=CC=C(C12)N1CC=2N=C(N=C(C2CC1)NCCNS(=O)(=O)N)OCC12CCCN2CCC1